O=C1NC(CCC1N1C(C2=CC=C(C=C2C1=O)N1CCC(CC1)OC1CCC(CC1)OC1CCN(CC1)C1=NC=NC(=C1)C1=NNC2=CC=C(C=C12)OC1(CC1)C)=O)=O 2-(2,6-dioxo-3-piperidyl)-5-[4-[4-[[1-[6-[5-(1-methylcyclopropoxy)-1H-indazol-3-yl]pyrimidin-4-yl]-4-piperidyl]oxy]cyclohexoxy]-1-piperidyl]isoindoline-1,3-dione